FC=1C=C2C(=CN=NC2=C(C1)C)NC1=NC(=NC=C1)NC1=CC=C(C=C1)N1CCNCC1 N4-(6-fluoro-8-methylcinnolin-4-yl)-N2-(4-(piperazin-1-yl)phenyl)pyrimidine-2,4-diamine